NC1=CC=C(C=C1)N1N(C2=CC(=CC(=C2C1=O)S(=O)(=O)C1=CC(=CC=C1)OC)NC1=NC=CC=C1)C1=CC=CC=C1 2-(4-aminophenyl)-4-[(3-methoxyphenyl)sulfonyl]-1-phenyl-6-(pyridin-2-ylamino)-1,2-dihydro-3H-indazol-3-one